6-((2-(2,6-dioxopiperidin-3-yl)-1,3-dioxoisoindolin-4-yl)amino)hexyl methanesulfonate CS(=O)(=O)OCCCCCCNC1=C2C(N(C(C2=CC=C1)=O)C1C(NC(CC1)=O)=O)=O